C(CCCCCCCCCCCCCCC)OC(C1=CC(=C(C(=C1)C(C)(C)C)O)C(C)(C)C)=O 3,5-bis(1,1-dimethylethyl)-4-hydroxybenzoic acid n-hexadecyl ester